2-(5-ethyl-2-(2-methoxypyridin-4-yl)-7-oxo-6-(piperazin-1-yl)-[1,2,4]triazolo[1,5-a]pyrimidin-4(7H)-yl)-N-(3-(trifluoromethyl)bicyclo[1.1.1]pentan-1-yl)acetamide C(C)C=1N(C=2N(C(C1N1CCNCC1)=O)N=C(N2)C2=CC(=NC=C2)OC)CC(=O)NC21CC(C2)(C1)C(F)(F)F